1-(2-(3,8-diazabicyclo[3.2.1]octan-8-yl)-6,7-dihydrothiazolo[5,4-c]pyridin-5(4H)-yl)-2,2-dimethylbutan-1-one C12CNCC(CC1)N2C=2SC=1CN(CCC1N2)C(C(CC)(C)C)=O